N1CC(CC1)C(=O)OC(C)(C)C tert-butyl pyrrolidine-3-carboxylate